ClC1=C(C=CC(=C1)F)NC(=O)N1CCC(CC1)N1CC(C1)(N1N=CC(=C1)C1=C2C(=NC=C1)NC=C2)CC#N N-(2-chloro-4-fluorophenyl)-4-{3-(cyanomethyl)-3-[4-(1H-pyrrolo[2,3-b]pyridin-4-yl)-1H-pyrazol-1-yl]azetidin-1-yl}piperidine-1-carboxamide